C(N)(=O)C1=C(C=CC=C1)C1=CC=NC2=CC(=CC=C12)O[C@@H](C(=O)N1C[C@H](CCC1)CC(=O)O)C 2-[(3R)-1-[(2R)-2-[[4-(2-carbamoylphenyl)-7-quinolyl]oxy]propanoyl]-3-piperidyl]acetic acid